ethyl-cyano-acrylate C(C)C=C(C(=O)[O-])C#N